4-[[6-methyl-4-[2-(5H-pyrrolo[2,3-b]pyrazin-3-ylamino)pyrazolo[1,5-a]pyridin-5-yl]-3-pyridyl]oxy]cyclohexanol CC1=CC(=C(C=N1)OC1CCC(CC1)O)C1=CC=2N(C=C1)N=C(C2)NC2=CN=C1C(=N2)NC=C1